C(C)(C)OC1=CC=C(C=C1)CCCCO 4-(4-isopropoxyphenyl)butan-1-ol